C1(=CC(=CC=C1)O)C 3-toluol